Cl.NC1=CC(=NC=C1)C1(COC1)O 3-(4-aminopyridin-2-yl)oxetan-3-ol hydrochloride